11,14,17,20-hexacosatetraenoic acid C(CCCCCCCCCC=CCC=CCC=CCC=CCCCCC)(=O)O